4-[6-amino-5-(2-chloro-3,6-difluoro-benzyloxy)-pyridin-3-yl]-N-(2-pyrrolidin-1-yl-ethyl)-benzamide NC1=C(C=C(C=N1)C1=CC=C(C(=O)NCCN2CCCC2)C=C1)OCC1=C(C(=CC=C1F)F)Cl